OC[C@@H]1CC[C@H](CO1)N ((3R,6S)-6-(hydroxymethyl)tetrahydro-2H-pyran-3-yl)ammonia